2-[[(1R)-1-[2-[4-(3-Cyanophenyl)phenyl]-3,6-dimethyl-4-oxo-chromen-8-yl]ethyl]amino]benzoic acid C(#N)C=1C=C(C=CC1)C1=CC=C(C=C1)C=1OC2=C(C=C(C=C2C(C1C)=O)C)[C@@H](C)NC1=C(C(=O)O)C=CC=C1